OC1=CC=C(C=C1)CCC=O 3-(4-hydroxyphenyl)propanal